[Cu]=O.[Fe].[Mn].[Ni] Nickel-manganese-iron-copper oxide